C12OCC(C1)(C2)C=2N=C1N(C=C(C(=C1)OC(C)C)C(=O)NC=1C(N(C=CC1)C1CC1)=O)C2 2-(2-oxabicyclo[2.1.1]hex-4-yl)-N-(1-cyclopropyl-2-oxo-1,2-dihydropyridin-3-yl)-7-isopropoxyimidazo[1,2-a]pyridine-6-carboxamide